(R)-(methylamino)phenylacetic acid CN[C@@H](C(=O)O)C1=CC=CC=C1